propyl 2-[[(2S)-2-amino-3-[[3-(5-methyl-1,2,4-oxadiazol-3-yl)benzoyl]amino]propanoyl]amino]-4-methyl-thiazole-5-carboxylate N[C@H](C(=O)NC=1SC(=C(N1)C)C(=O)OCCC)CNC(C1=CC(=CC=C1)C1=NOC(=N1)C)=O